tert-butyl 2-methyl-4-{[4-(trifluoromethoxy)phenyl]Amino}piperidine-1-carboxylate CC1N(CCC(C1)NC1=CC=C(C=C1)OC(F)(F)F)C(=O)OC(C)(C)C